dicuminyl peroxide C(C1=CC=C(C(C)C)C=C1)OOCC1=CC=C(C(C)C)C=C1